FC=1C=CC2=C(NC(=NS2(=O)=O)NCC2=CC3=CC=CC=C3C=C2)C1[C@@H](C)C1=C(C=CC=C1)F (S)-6-fluoro-5-(1-(2-fluorophenyl)ethyl)-3-((naphthalen-2-ylmethyl)amino)-4H-benzo[e][1,2,4]thiadiazine 1,1-dioxide